N-(6-(4-((2-oxa-6-azaspiro[3.3]heptan-6-yl)methyl)-2-fluorophenyl)quinolin-4-yl)benzo[d]thiazol-5-amine C1OCC12CN(C2)CC2=CC(=C(C=C2)C=2C=C1C(=CC=NC1=CC2)NC=2C=CC1=C(N=CS1)C2)F